CC1=CC=C(C=C1)S(=O)(=O)C1CCOC(O1)(C)C (4R-Cis)-6-p-toluenesulfonyl-2,2-dimethyl-1,3-dioxane